N1CC[SH+]CC1 thiomorpholin-1-ium